methyl 3-(1-tetrahydropyran-2-ylpyrazolo[3,4-b]pyridin-5-yl)sulfanylpropanoate O1C(CCCC1)N1N=CC=2C1=NC=C(C2)SCCC(=O)OC